C(C)(C)(C)OC(NCC/C(/C1=CC=CC=C1)=C\1/C(N(C(C1)(C)C)CC1=CC=C(C=C1)OC)=O)=O.N[Co] mono-aminocobalt tert-Butyl-N-[(3Z)-3-[1-[(4-methoxyphenyl)methyl]-5,5-dimethyl-2-oxo-pyrrolidin-3-ylidene]-3-phenyl-propyl]carbamate